C(C=C)OC1=CC=C(C=CC2=C(C(=CC(=C2)OC)OC)C=2N(C=CN2)C2CCC2)C=C1 2-(4-(allyloxy)styryl-4,6-dimethoxyphenyl)-1-cyclobutyl-1H-imidazole